2-((2R,5S)-5-methyl-2-(2-(1-methylpiperidin-4-yl)benzo[d]thiazol-5-yl)piperidin-1-yl)-N-(6-methyl-5-(trifluoromethyl)pyridin-3-yl)-2-oxoacetamide C[C@H]1CC[C@@H](N(C1)C(C(=O)NC=1C=NC(=C(C1)C(F)(F)F)C)=O)C=1C=CC2=C(N=C(S2)C2CCN(CC2)C)C1